FC(OC1=NC=C(C(=O)NCC2=C(C=CC3=C2N(C=N3)C)OC)C=C1F)F 6-(difluoromethoxy)-5-fluoro-N-((6-methoxy-1-methyl-1H-benzimidazol-7-yl)-methyl)nicotinamide